FC=1C=NC=C(C1OCC1[C@H]2CN(C[C@@H]12)C1=CN=C2C(=N1)N(N=C2)C2COC2)F 6-((1R,5S,6r)-6-(((3,5-difluoropyridin-4-yl)oxy)methyl)-3-azabicyclo[3.1.0]hexane-3-yl)-1-(oxetan-3-yl)-1H-pyrazolo[3,4-b]pyrazine